5-[4-[(3S)-1-(3-fluoropropyl)pyrrolidin-3-yl]oxyphenyl]-4-[4-isopropoxy-2-(trifluoromethyl)phenyl]-2,3-dihydro-1-benzoxepin-8-ol hydrochloride Cl.FCCCN1C[C@H](CC1)OC1=CC=C(C=C1)C1=C(CCOC2=C1C=CC(=C2)O)C2=C(C=C(C=C2)OC(C)C)C(F)(F)F